CCC(C(CCCCC)O)O 3,4-nonanediol